cyclopentyl 3-methylazetidine-1-carboxylate CC1CN(C1)C(=O)OC1CCCC1